C1CCCC2=NC=CC=3C(=C21)C=C(C3)C(=O)N tetrahydrobenzo[b]cyclopenta[d]azepine-9-carboxamide